4-(((3s,4r)-1-((2-bromo-4-(trifluoromethyl)phenyl)sulfonyl)-4-hydroxy-4-(hydroxymethyl)pyrrolidin-3-yl)sulfonyl)benzonitrile BrC1=C(C=CC(=C1)C(F)(F)F)S(=O)(=O)N1C[C@@H]([C@@](C1)(CO)O)S(=O)(=O)C1=CC=C(C#N)C=C1